NC/C(/CN1C=C2C(N(CCC2=C1C1=CC(=CC=C1)F)C1CC1)=O)=C\F (E)-2-(2-(aminomethyl)-3-fluoroallyl)-5-cyclopropyl-1-(3-fluorophenyl)-2,5,6,7-tetrahydro-4H-pyrrolo[3,4-c]pyridin-4-one